BrC=1C=NC(=NC1)NC(C1=CC=CC=C1)=O N-(5-bromopyrimidin-2-yl)benzamide